1-methyl-N-[6-(5-methyl-1,2,4-oxadiazol-3-yl)-2,3-dihydro-1-benzofuran-3-yl]-1H-pyrazole-5-carboxamide CN1N=CC=C1C(=O)NC1COC2=C1C=CC(=C2)C2=NOC(=N2)C